COCCOC=1C=C2C(=NC=NC2=CC1OCCOC)N 6,7-bis-(2-methoxyethoxy)quinazolin-4-amine